P(=O)(OC(C)(C)C)(OC(C)(C)C)OC=1C=NC(=CC1)CO ditert-butyl [6-(hydroxymethyl)-3-pyridyl] phosphate